BrC=1C=CC=2N(C1)N=CC2C(=O)OC Methyl 6-bromopyrazolo[1,5-A]pyridine-3-carboxylate